COC1=CC=C(C=C1)C1=NC(=CC2=C1N(C1=CC=CC=C21)C)C2=C(C(=O)N)C=CC(=C2)N2CCN(CC2)C (1-(4-methoxyphenyl)-9-methyl-9H-pyrido[3,4-b]indol-3-yl)-4-(4-methylpiperazin-1-yl)benzamide